OCCOC1=NC(=CC(=C1)C=1C=C(C=CC1C)NC(=O)N1CC(CC1)S(=O)(=O)C(F)(F)F)N1CCOCC1 N-[3-[2-(2-hydroxyethoxy)-6-(morpholin-4-yl)pyridin-4-yl]-4-methylphenyl]-3-trifluoromethanesulfonylpyrrolidine-1-carboxamide